5-hydroxy-3-methyl-1H-pyrazole-1-carboximidamide OC1=CC(=NN1C(N)=N)C